7-fluoro-4,5-dihydro-3H-oxathiepine 2,2-dioxide FC1=CCCCS(O1)(=O)=O